C(C=C)N1N(C2=NC(=CC=C2C1=O)NC1=NC=C(C(=N1)N[C@H](CO)C1=CC=CC=C1)C1=NC(=NO1)C(C)(C)O)C(C)C (S)-2-allyl-6-((4-((2-hydroxy-1-phenylethyl)amino)-5-(3-(2-hydroxypropan-2-yl)-1,2,4-oxadiazol-5-yl)pyrimidin-2-yl)amino)-1-isopropyl-1,2-dihydro-3H-pyrazolo[3,4-b]pyridin-3-one